NC1=CC=C(OC2=CC=C(C=C2)C(C)(C)C2=CC=C(C=C2)OC2=CC=C(C=C2)N)C=C1 2,2-bis-(4-[4-aminophenoxy]phenyl)propane